FC1=CC(=C(C=C1)B1OC(C(O1)(C)C)(C)C)CC(F)(F)F 2-(4-fluoro-2-(2,2,2-trifluoroethyl)phenyl)-4,4,5,5-tetramethyl-1,3,2-dioxaborolane